(1s,4s)-N-(1H-indol-2-yl)-4-(4-methyl-1-oxoisoindolin-2-yl)cyclohexanecarboxamide N1C(=CC2=CC=CC=C12)NC(=O)C1CCC(CC1)N1C(C2=CC=CC(=C2C1)C)=O